FC(C(=O)O)(F)F.C(C)(=O)N[C@@H](CSC=1N(C2=NC=NC(=C2N1)N)CC1=CC=C(C=C1)F)C(=O)NCCOCCOCCOCCOCCOCCCCCCCl N2-Acetyl-S-(6-amino-9-(4-fluorobenzyl)-9H-purin-8-yl)-N-(21-chloro-3,6,9,12,15-pentaoxahenicos-1-yl)-L-cysteinamide trifluoroacetate